2-amino-1-((R)-2-((S)-6,8-dichloro-1-methyl-1,2,3,4-tetrahydroisoquinoline-2-carbonyl)morpholino)ethan-1-one NCC(=O)N1C[C@@H](OCC1)C(=O)N1[C@H](C2=C(C=C(C=C2CC1)Cl)Cl)C